7-(2-isopropylphenyl)-N-(4-morpholinophenyl)thieno[3,2-d]pyrimidin-2-amine C(C)(C)C1=C(C=CC=C1)C1=CSC2=C1N=C(N=C2)NC2=CC=C(C=C2)N2CCOCC2